(2R,3R)- and (2S,3S)-2-((Benzyloxy)methyl)tetrahydrofuran-3-amine C(C1=CC=CC=C1)OC[C@@H]1OCC[C@H]1N |r|